C(C1=CC=CC=C1)(=O)N1N=C(C2=CC(=CC=C12)C=1C(=NC=CC1)F)C(=O)NC1CCN(CC1)C(C1=CC=CC=C1)=O 1-benzoyl-N-(1-benzoylpiperidin-4-yl)-5-(2-fluoropyridin-3-yl)-1H-indazole-3-carboxamide